isobutylisonitrile C(C(C)C)[N+]#[C-]